3-fluoro-2-iodo-anisole FC=1C(=C(C=CC1)OC)I